C(CCC)C1=NC2=C(C=CS2)N1CC1CCNCC1 2-butyl-1-(piperidin-4-ylmethyl)-1H-imidazo[4,5-d]thiophene